C(C)(C)(C)OC(=O)NCCNC(=O)O[C@H]1[C@H](N(C[C@@H]1OC(=O)OC(C)(C)C)C(=O)OC(C)(C)C)CC1=CC=C(C=C1)OC tert-butyl (2R,3S,4S)-3-[({2-[(tert-butoxycarbonyl)amino]ethyl} carbamoyl)oxy]-4-[(tert-butoxycarbonyl)oxy]-2-[(4-methoxyphenyl) methyl]pyrrolidine-1-carboxylate